ClC=1C=CC=C2C(C=C(OC12)C1=C(OCCNC(=O)NS(=O)(=O)C2=CC=C(C)C=C2)C=C(C=C1)C(F)(F)F)=O 1-[2-[2-(8-chloro-4-oxo-chromen-2-yl)-5-(trifluoromethyl)phenoxy]ethyl]-3-(p-toluenesulfonyl)urea